CN1N=C(C2=NC=C(C=C21)C[C@@H]2CC[C@H](CC2)C(=O)O)C trans-4-[(1,3-dimethylpyrazolo[4,3-b]pyridin-6-yl)methyl]cyclohexanecarboxylic acid